1-((2,3-dihydrobenzofuran-5-yl)sulfonyl)-N-(2-methylbenzo[d]thiazol-5-yl)piperidine-4-carboxamide O1CCC2=C1C=CC(=C2)S(=O)(=O)N2CCC(CC2)C(=O)NC=2C=CC1=C(N=C(S1)C)C2